5-chloro-2-(difluoromethoxy)-3-(2-(2,6-difluorophenyl)-1-methyl-1H-imidazol-5-yl)pyridine ClC=1C=C(C(=NC1)OC(F)F)C1=CN=C(N1C)C1=C(C=CC=C1F)F